racemic-methyl 2-methylhexa-4-ynoate C[C@@H](C(=O)OC)CC#CC |r|